C(CCC\C=C/CC)OC(CCC(=O)OCCCCCCN(CCCCCCCC(=O)OCCCCCCCCC)CCCOP(=O)(OCC)OCC)OCCCC\C=C/CC nonyl 8-((6-((4,4-bis(((Z)-oct-5-en-1-yl)oxy)butanoyl)oxy)hexyl)(3-((diethoxyphosphoryl)oxy)propyl)amino)octanoate